tert-butyl N-(6-formylpyrimidin-4-yl)carbamate C(=O)C1=CC(=NC=N1)NC(OC(C)(C)C)=O